2-(azidomethyl)-8-bromo-6-cyclopropylimidazo[1,2-a]Pyridine N(=[N+]=[N-])CC=1N=C2N(C=C(C=C2Br)C2CC2)C1